O=C1NC(CCC1NC1=CC=C(C=C1)C1CCN(CC1)C(CN1CCC(CC1)C=1N=C2N(C=C(C(=C2)OC(C)C)C(=O)NC2=NN(C=C2)C)C1)=O)=O 2-[1-[2-[4-[4-[(2,6-Dioxo-3-piperidyl)amino]phenyl]-1-piperidyl]-2-oxo-ethyl]-4-piperidyl]-7-isopropoxy-N-(1-methylpyrazol-3-yl)imidazo[1,2-a]pyridine-6-carboxamide